FC(C=1C=C(C=CC1F)N1C=C(C=2[C@@H](C(CCC12)(F)F)O)S(=O)(=O)C(C#N)C)F 2-(((S)-1-(3-(difluoromethyl)-4-fluorophenyl)-5,5-difluoro-4-hydroxyl-4,5,6,7-tetrahydro-1H-indol-3-yl)sulfonyl)propionitrile